8-(3-isopropyl-3-methoxyazetidin-1-yl)-N-(2-methoxy-4-(4-methyl-4H-1,2,4-triazol-3-yl)phenyl)-6-methylpyrido[3,4-d]pyrimidin-2-amine C(C)(C)C1(CN(C1)C1=NC(=CC2=C1N=C(N=C2)NC2=C(C=C(C=C2)C2=NN=CN2C)OC)C)OC